((4'-(methylsulfonylamino)-[1,1'-biphenyl]-4-yl)oxy)-1H-1,2,3-triazole-4-carboxylic acid CS(=O)(=O)NC1=CC=C(C=C1)C1=CC=C(C=C1)ON1N=NC(=C1)C(=O)O